2-((4-(7-(((2S,5R)-5-((N,N-Dimethylsulfamoyl)amino)tetrahydro-2H-pyran-2-yl)methyl)-2,7-diazaspiro[3.5]nonan-2-yl)pyrimidin-5-yl)oxy)-5-fluoro-N,N-diisopropylbenzamide CN(S(=O)(=O)N[C@@H]1CC[C@H](OC1)CN1CCC2(CN(C2)C2=NC=NC=C2OC2=C(C(=O)N(C(C)C)C(C)C)C=C(C=C2)F)CC1)C